BrC=1C(=C2C(=NC1)NC(=N2)C2=C(N(C(=C2)C)C=2C=C(C=CC2)C(=O)N2CCOCC2)C)N[C@@H]2CN(CC2)S(=O)(=O)CC (S)-(3-(3-(6-Bromo-7-((1-(ethylsulfonyl)pyrrolidin-3-yl)amino)-3H-imidazo[4,5-b]pyridin-2-yl)-2,5-dimethyl-1H-pyrrol-1-yl)phenyl)(morpholino)methanon